(3-Chloro-4-fluorophenyl)-1-((5-isopropyl-1H-pyrazol-3-yl)methyl)-1-(6-methoxypyridin-3-yl)urea ClC=1C=C(C=CC1F)NC(N(C=1C=NC(=CC1)OC)CC1=NNC(=C1)C(C)C)=O